CC1(CCC=2C1=NC1=C(C2NC(=O)N=S(=O)(N)C2=NN(C=C2CO)C(C)C)CCC1)C N'-((3,3-dimethyl-1,2,3,5,6,7-hexahydrodicyclopenta[b,e]pyridin-8-yl)carbamoyl)-4-(hydroxymethyl)-1-isopropyl-1H-pyrazole-3-sulfonimidamide